ClC1=NC=C(C(=N1)N1N=CC2=CC(=CC=C12)N)C (2-chloro-5-methylpyrimidin-4-yl)-1H-indazol-5-amine